N-(β-aminoethyl)-γ-aminopropyl-trimethoxysilane NCCNCCC[Si](OC)(OC)OC